C1(=CC=CC=C1)NC1=C(C=C(C=C1)N)S(=O)(=O)O 2-phenylamino-5-aminobenzenesulfonic acid